CN1N=C2C(=CC(=CC2=C1)C=1C=C2C=CC(=NC2=CC1)C=1CCN(CC1)C(=O)OC(C)(C)C)C tert-butyl 4-[6-(2,7-dimethylindazol-5-yl)-2-quinolinyl]-3,6-dihydro-2H-pyridine-1-carboxylate